tert-butyl 4-((6-cyano-4-(2-(cyclopropanecarboxamido)pyrazolo[1,5-a]pyridin-5-yl)pyridin-3-yl)oxy)-4-(trifluoromethyl)piperidine-1-carboxylate C(#N)C1=CC(=C(C=N1)OC1(CCN(CC1)C(=O)OC(C)(C)C)C(F)(F)F)C1=CC=2N(C=C1)N=C(C2)NC(=O)C2CC2